C(C)NC(=O)NC=1SC(=CN1)C1=NC(=NC(=C1)C1=C(C=C(C=C1C)OC)C)C1=NC=CN=C1 Ethyl-3-[5-[6-(4-methoxy-2,6-dimethylphenyl)-2-pyrazin-2-ylpyrimidin-4-yl]-1,3-thiazol-2-yl]urea